benzyl (2s)-2-amino-3-(3-(methylsulfonyl)phenyl)propionate hydrochloride Cl.N[C@H](C(=O)OCC1=CC=CC=C1)CC1=CC(=CC=C1)S(=O)(=O)C